tri-butyl-methyl-ammonia chloride [Cl-].C(CCC)C(N)(CCCC)CCCC